C(#N)C1=[N+](C(=CC=C1C)C)[O-] 2-cyano-3,6-lutidine 1-oxide